ClC=1C(=NC(=NC1)NC1=NN(N=C1)C)C1=CC=C2CN(C(C2=C1)=O)[C@@H](C(=O)N[C@H](CO)C1=CC(=CC(=C1)F)OCC)C (2R)-2-(6-{5-chloro-2-[(2-methyl-2H-1,2,3-triazol-4-yl)amino]pyrimidin-4-yl}-1-oxo-2,3-dihydro-1H-isoindol-2-yl)-N-[(1S)-1-(3-ethoxy-5-fluorophenyl)-2-hydroxyethyl]propanamide